OC=1C=C(OCCOCCOCCSSCCCC(=O)OCN2C(NC(C(=C2)F)=O)=O)C=C(C1C(CCC1=CC=C(C=C1)O)=O)O (5-Fluoro-2,4-dioxo-3,4-dihydropyrimidin-1(2H)-yl)methyl 4-((2-(2-(2-(3,5-dihydroxy-4-(3-(4-hydroxyphenyl)propanoyl)phenoxy)ethoxy)ethoxy)ethyl)disulfanyl)butanoate